1-(2',6'-dimethylbiphenyl-2-yl)-3-methyl-1H-imidazol-3-ium iodide [I-].CC1=C(C(=CC=C1)C)C1=C(C=CC=C1)N1C=[N+](C=C1)C